C1(CC1)C1=C(C=CC(=C1)CN1CCS(CC1)(=O)=O)NC1=NC=C(C(=C1)NCCCN1C(CCCC1)=O)C(F)(F)F 1-(3-((2-((2-cyclopropyl-4-((1,1-dioxidothiomorpholino)methyl)phenyl)amino)-5-(trifluoromethyl)pyridin-4-yl)amino)propyl)piperidin-2-one